C1(CC1)C(=O)ON(C(C(=O)OC)CN)C(C)(C)C tert-butyl-((3-amino-1-methoxy-1-oxopropan-2-yl) amino) cyclopropane-1-carboxylate